5-Chloro-4-methyl-3-nitropyridin-2-amine ClC=1C(=C(C(=NC1)N)[N+](=O)[O-])C